ethyl 4,5-dihydro-isoxazole-3-carboxylate O1N=C(CC1)C(=O)OCC